C(C)OC=1C=2N(C=C(N1)C(=O)NC=1C(N(C=CC1)C)=O)C=C(N2)C21COC(C2)(C1)C 8-Ethoxy-N-(1-methyl-2-oxo-1,2-dihydropyridin-3-yl)-2-(1-methyl-2-oxabicyclo[2.1.1]hexan-4-yl)imidazo[1,2-a]pyrazine-6-carboxamide